FC(CCC1=C(C(=O)OCOC)C(=C(C(=C1C)OC(C1=C(C(=C(C=C1C)O)C)C)=O)C)C)F methoxymethyl 2-(3,3-difluoropropyl)-4-((4-hydroxy-2,3,6-trimethylbenzoyl)oxy)-3,5,6-trimethylbenzoate